1,5-dimercaptohexane SCCCCC(C)S